COC(=O)C=1NC2=C(N1)C=CC=C2C2=CC1=C(NC(N1)=O)C=C2 (2-oxo-1,3-dihydrobenzimidazol-5-yl)benzimidazole-2-carboxylic acid methyl ester